(R)-6-(5-(5-(1-(3,5-dichloropyridin-4-yl)ethoxy)-1H-indazol-3-yl)pyridin-2-yl)-2,6-diazaspiro[3.3]heptane-2-carboxylic acid tert-butyl ester C(C)(C)(C)OC(=O)N1CC2(C1)CN(C2)C2=NC=C(C=C2)C2=NNC1=CC=C(C=C21)O[C@H](C)C2=C(C=NC=C2Cl)Cl